tert-butyl (S)-4-((6-methoxypyridin-3-yl)methyl)-3-(trifluoromethyl)piperazine-1-carboxylate COC1=CC=C(C=N1)CN1[C@@H](CN(CC1)C(=O)OC(C)(C)C)C(F)(F)F